OCC(NC(C(=C)C)=O)(CO)CO N-[tris(hydroxymethyl)methyl]methacrylamide